C(=C)=NC1=C2NC=NC2=NC=N1 Vinylideneadenine